(2E)-2-{[4-(4-amino-3,5-dichlorophenyl)-1-oxo-2,3-dihydro-1H-isoindol-2-yl]methyl}but-2-enenitrile NC1=C(C=C(C=C1Cl)C1=C2CN(C(C2=CC=C1)=O)C/C(/C#N)=C\C)Cl